CN(C1=CC(=C(C(=N1)CN(C(OCCCC)=O)C)/C=N/S(=O)C(C)(C)C)C(N(C)C)=O)C butyl {[6-(dimethylamino)-4-(dimethylcarbamoyl)-3-{(E)-[(2-methylpropane-2-sulfinyl)imino]methyl}pyridin-2-yl]methyl}methylcarbamate